COC=1C=2N(C=C(C1)C1=CC3=C(N(C(N3)=O)[C@H]3CN(CCC3)CC3CCOCC3)C=C1C)N=CN2 (R)-5-(8-methoxy-[1,2,4]triazolo[1,5-a]pyridin-6-yl)-6-methyl-1-(1-((tetrahydro-2H-pyran-4-yl)methyl)piperidin-3-yl)-1,3-dihydro-2H-benzo[d]imidazol-2-one